NC1=C(C=2C(=NN3C2C(N(CC3)C)=O)N1C1=C(C(=CC=C1C)O)C)C(=O)N (S)-2-amino-1-(3-hydroxy-2,6-dimethylphenyl)-5-methyl-4-oxo-4,5,6,7-tetrahydro-1H-pyrrolo[2',3':3,4]pyrazolo[1,5-a]pyrazine-3-carboxamide